C(=O)OC1C2CC3CC(CC1C3)C2 2-adamantyl formate